rac-2-(1-{1-[(3R)-2,6-dioxopiperidin-3-yl]-3-methyl-2-oxo-1,3-benzodiazol-4-yl}piperidin-4-yl)acetaldehyde O=C1NC(CC[C@H]1N1C(N(C2=C1C=CC=C2N2CCC(CC2)CC=O)C)=O)=O |r|